[N+](=O)([O-])C1=C(N2C(N=N1)=C(C=N2)C2=NN=NN2)N 3-nitro-8-(1H-tetrazole-5-yl)pyrazolo[5,1-c][1,2,4]triazine-4-amine